ClC=1C(=NC=C(C1)C(F)(F)F)C(=O)NC(NC1=C(C=C(C=C1C)Cl)C(NCC)=O)=S 3-chloro-N-((4-chloro-2-(ethylcarbamoyl)-6-methylphenyl)thiocarbamoyl)-5-(trifluoromethyl)picolinamide